5-(4-bromo-3-methylphenyl)-5-ethylimidazolidine-2,4-dione BrC1=C(C=C(C=C1)C1(C(NC(N1)=O)=O)CC)C